ClC1=C(C(=CC(=C1)F)Cl)C1=C2CCCOC2=C(C=C1)C[C@@H](C(=O)OC)NC(C1=C(C=CC=C1F)F)=O methyl (S)-3-(5-(2,6-dichloro-4-fluorophenyl)chroman-8-yl)-2-(2,6-difluorobenzamido)propanoate